ClC1=NC=CC2=CC(=C(C=C12)OCCOCN1[C@@H]([C@@H](CC1=O)CC)CO)C#N 1-chloro-7-(2-(((2S,3R)-3-ethyl-2-(hydroxymethyl)-5-oxopyrrolidin-1-yl)methoxy)ethoxy)isoquinoline-6-carbonitrile